N1=CN=C(C2=C1NC=C2)N2CCC1CCNCC1C2 7-(7H-pyrrolo[2,3-d]pyrimidin-4-yl)-3,4,4a,5,6,8-hexahydro-1H-2,7-naphthyridine